1-(4-(4-methoxyphenyl)butyl)-1H-pyrazole COC1=CC=C(C=C1)CCCCN1N=CC=C1